S(=O)(=O)(OOS(=O)(=O)O)O sulfooxy hydrogen sulfate